2-(3-(3,5-dimethoxyphenyl)-1-methylureido)-5-oxo-5H-thieno[3,2-b]pyran-6-carboxylic acid COC=1C=C(C=C(C1)OC)NC(N(C)C1=CC=2OC(C(=CC2S1)C(=O)O)=O)=O